(S)-1-N-BOC-beta-proline CC(C)(C)OC(=O)N1CC[C@@H](C1)C(=O)O